benzyl ((S)-(4,4-difluorocyclohexyl)(5-(((3S,5S)-2-oxo-5-(trifluoromethyl)-pyrrolidin-3-yl)methyl)benzo[d]oxazol-2-yl)methyl)carbamate FC1(CCC(CC1)[C@@H](C=1OC2=C(N1)C=C(C=C2)C[C@@H]2C(N[C@@H](C2)C(F)(F)F)=O)NC(OCC2=CC=CC=C2)=O)F